C(C)C=1C(NC=2C=C(C=NC2C1)C(C)N1CCC(=CC1)C=1C=NC(=CC1)C(=O)NC)=O 1'-(1-(7-ethyl-6-oxo-5,6-dihydro-1,5-naphthyridin-3-yl)ethyl)-N-methyl-1',2',3',6'-tetrahydro-[3,4'-bipyridine]-6-carboxamide